bis(2,6-di-t-butyl-4-methylphenoxy)methylaluminum C(C)(C)(C)C1=C(OC(OC2=C(C=C(C=C2C(C)(C)C)C)C(C)(C)C)[Al])C(=CC(=C1)C)C(C)(C)C